1-((3-((3R,5R)-5-(4-cyclopropylphenyl)tetra-hydrofuran-3-yl)-1,2,4-oxadiazol-5-yl)methyl)-7-methyl-1,7-dihydro-6H-purin-6-one C1(CC1)C1=CC=C(C=C1)[C@H]1C[C@@H](CO1)C1=NOC(=N1)CN1C=NC=2N=CN(C2C1=O)C